CC(CC(C)C)=NNC(=O)C1=CC2=CC=CC=C2C=C1O N'-(1,3-dimethylbutylidene)-3-hydroxy-2-naphthohydrazide